C(C)(C)(C)OC(N(CC1=CC=NN1)[C@H](CO)C)=O N-[(1S)-2-hydroxy-1-methyl-ethyl]-N-(1H-pyrazol-5-ylmethyl)carbamic acid tert-butyl ester